sodium p-fluorobenzenesulfinate FC1=CC=C(C=C1)S(=O)[O-].[Na+]